FC(C1(CC1)COC=1C=CC2=C(C(=C(O2)C)C(=O)OCC)C1)F ethyl 5-((1-(difluoromethyl)cyclopropyl)methoxy)-2-methylbenzofuran-3-carboxylate